CN1[C@@H](CCC1)C=1C(=NC=C(C1)C1COCC1)N ((S)-1-methylpyrrolidin-2-yl)-5-(tetrahydrofuran-3-yl)pyridin-2-amine